(S)-4-amino-N-((5-cyanopyridin-2-yl)methyl)-N-(1-fluoropropan-2-yl)-1,3-dihydrofuro[3,4-c]quinoline-8-carboxamide NC1=NC=2C=CC(=CC2C2=C1COC2)C(=O)N([C@H](CF)C)CC2=NC=C(C=C2)C#N